1,11-di(Oxiran-2-yl)undecan-6-one O1C(C1)CCCCCC(CCCCCC1OC1)=O